COC([C@@H]([C@H]([C@@H]([C@H](C(=O)OCC)O)O)O)O)=O (2R,3S,4S,5R)-2,3,4,5-tetrahydroxyadipic acid 1-ethyl 6-methyl ester